Heptyl 3-ethyl-14-hexyl-7-(3-((2-hexyloctanoyl)oxy)propyl)-12-oxo-11,13-dioxa-3,7-diazanonadecane-19-oate C(C)N(CC)CCCN(CCCOC(OC(CCCCC(=O)OCCCCCCC)CCCCCC)=O)CCCOC(C(CCCCCC)CCCCCC)=O